CC1=C(OC2=NC=CC(=C2)C(F)(F)F)C=C(C=C1)C=C 2-(2-methyl-5-vinyl-phenoxy)-4-(trifluoromethyl)pyridine